O(P(OCC=C(C)CCC=C(C)CCC=C(C)C)(=O)OP(=O)([O-])[O-])C#C ethynyl farnesyl diphosphate